3,5-Dicarboxyphenyldiphenylphosphin oxid C(=O)(O)C=1C=C(C=C(C1)C(=O)O)P(C1=CC=CC=C1)(C1=CC=CC=C1)=O